7-methyl-3-(tetrahydrofuran-2-yl)-3,4-dihydro-2h-benzo[e][1,2,4]thiadiazine-1,1-dioxide CC1=CC2=C(NC(NS2(=O)=O)C2OCCC2)C=C1